ClC=1C=C2CN(CC2=CC1)CC=1N=NNC1 4-((5-chloroisoindolin-2-yl)methyl)-1H-1,2,3-triazole